C(C)(C)(C)OC(=O)N1C(CCCC1)CCC#CC(=O)O 5-(1-(tert-butoxycarbonyl)piperidin-2-yl)pent-2-ynoic acid